N-[3-(trifluoromethyl)phenyl]-1,2,4-thiadiazole-5-amine FC(C=1C=C(C=CC1)NC1=NC=NS1)(F)F